dodecanoic acid methylpiperidine-4-yl ester CN1CCC(CC1)OC(CCCCCCCCCCC)=O